COC(=O)N1[C@H]([C@H](C[C@H]1C)NS(=O)(=O)C(F)(F)F)CO[C@H]1C[C@H]2C[C@]2(CC1)C1=NC=C(C=N1)F (2r,3s,5r)-2-((((1r,3r,6s)-6-(5-fluoropyrimidin-2-yl)bicyclo[4.1.0]hept-3-yl)oxy)methyl)-5-methyl-3-((trifluoromethyl)sulphonamido)pyrrolidine-1-carboxylic acid methyl ester